2-chloro-8-(1,1-dioxothiomorpholino)-7,8-dihydro-1,6-naphthyridine-6(5H)-carboxylic acid tert-butyl ester C(C)(C)(C)OC(=O)N1CC=2C=CC(=NC2C(C1)N1CCS(CC1)(=O)=O)Cl